2-ethyldimethylammonioethyl methacrylate ethyl-sulfate C(C)OS(=O)(=O)[O-].C(C(=C)C)(=O)OCC(CC)[NH+](C)C